N-(5-(4-((4-([1,2,4]triazolo[1,5-a]pyridin-7-yloxy)-3-methylphenyl)amino)thieno[2,3-d]pyrimidin-6-yl)pyridin-3-yl)acrylamide N=1C=NN2C1C=C(C=C2)OC2=C(C=C(C=C2)NC=2C1=C(N=CN2)SC(=C1)C=1C=C(C=NC1)NC(C=C)=O)C